2-ETHOXY-6-METHYLPYRIDINE-3-BORONIC ACID C(C)OC1=NC(=CC=C1B(O)O)C